heptadecan-9-yl 8-{[2-({[8-(heptadecan-9-yloxy)-8-oxooctyl][6-oxo-6-(undec-yloxy)hexyl]-amino}meth-yl)prop-2-en-1-yl][6-oxo-6-(undecyloxy)-hexyl]amino}octanoate CCCCCCCCC(CCCCCCCC)OC(CCCCCCCN(CCCCCC(OCCCCCCCCCCC)=O)CC(CN(CCCCCCCC(=O)OC(CCCCCCCC)CCCCCCCC)CCCCCC(OCCCCCCCCCCC)=O)=C)=O